C1(=CC=CC=C1)N(NC1=CC=CC=C1)C(=O)C1=CC2=CC=CC=C2C=C1 N,N'-diphenyl-2-naphthoyl-hydrazine